CC1=C(OC=2CCC3=CN(N=C3C21)CC2CCOCC2)C(=O)OCC ethyl 8-methyl-2-[(oxan-4-yl)methyl]-4,5-dihydro-2H-furo[2,3-g]indazole-7-carboxylate